4-(4-(2,4-dioxotetrahydropyrimidine-1(2H)-yl)phenyl)piperazine-1-carboxylic acid tert-butyl ester C(C)(C)(C)OC(=O)N1CCN(CC1)C1=CC=C(C=C1)N1C(NC(CC1)=O)=O